2-(3,4-epoxycyclohexyl)ethyltriisopropoxysilane C1(CC2C(CC1)O2)CC[Si](OC(C)C)(OC(C)C)OC(C)C